OCC1(CN(C1)C(=O)OC(C)(C)C)C tert-butyl 3-(hydroxymethyl)-3-methyl-azetidine-1-carboxylate